N1-[3-(benzyloxy)propyl]-4-bromo-3-methylbenzene-1,2-diamine C(C1=CC=CC=C1)OCCCNC=1C(=C(C(=CC1)Br)C)N